2-phenyl-4-(4,4,5,5-tetramethyl-1,3,2-dioxaborolan-2-yl)pyridine C1(=CC=CC=C1)C1=NC=CC(=C1)B1OC(C(O1)(C)C)(C)C